N-(3alpha,7alpha-dihydroxy-4beta-fluoro-6alpha-ethyl-5beta-cholan-24-yl)-p-fluorobenzenesulfonamide O[C@H]1[C@@H]([C@H]2[C@H]([C@H]([C@H]3[C@@H]4CC[C@H]([C@@H](CCCNS(=O)(=O)C5=CC=C(C=C5)F)C)[C@]4(CC[C@@H]3[C@]2(CC1)C)C)O)CC)F